NC1=CC=C(C(=O)NC2=CC=C(C=C2)N)C=C1 4-AMINO-N-(4-AMINOPHENYL)BENZAMID